(S)-N-(2,4-dichlorobenzyl)-5-fluoro-8-oxo-5,6,7,8-tetrahydroquinoline-5-carboxamide ClC1=C(CNC(=O)[C@]2(C=3C=CC=NC3C(CC2)=O)F)C=CC(=C1)Cl